CC=1OC(=CN1)C(=O)NC1CCC2=CC(=CC=C12)C1=NOC(=N1)C(C(=O)OCC)C ethyl 2-(3-(1-(2-methyloxazole-5-carboxamido)-2,3-dihydro-1H-inden-5-yl)-1,2,4-oxadiazol-5-yl)propanoate